benzo[d]oxazole-4-carboxamide O1C=NC=2C1=CC=CC2C(=O)N